CC(C(=O)NC=1OC2(C(N1)=O)C=C1C=CC=CC1=C2)(C)C 2,2-Dimethyl-N-(4'-oxospiro[indene-2,5'-oxazol]-2'-yl)propanamide